C[C@@H]1N([C@H](CC1)C)C1=C(CN2CCCC23CCN(CC3)C(=O)N3N=C(C=C3)C(=O)O)C=CC(=C1)C(F)(F)F 1-(1-(2-((2S,5S)-2,5-dimethylpyrrolidin-1-yl)-4-(trifluoromethyl)benzyl)-1,8-diazaspiro[4.5]decane-8-carbonyl)-1H-pyrazole-3-carboxylic acid